C1(CCCC1)N1C(C=CC2=C1N=C(N=C2)NC2CCN(CC2)S(=O)(=O)C=2C=C(OC1CCN(CC1)CCOC1=C3CN(C(C3=CC=C1)=O)C1C(NC(CC1)=O)=O)C=CC2)=O 3-(4-(2-(4-(3-((4-((8-cyclopentyl-7-oxo-7,8-dihydropyrido[2,3-d]pyrimidin-2-yl)-amino)piperidin-1-yl)sulfonyl)phenoxy)piperidin-1-yl)ethoxy)-1-oxoisoindolin-2-yl)piperidine-2,6-dione